O=C[C@@H](CC)NC(OCC1=CC=CC=C1)=O benzyl (R)-(1-oxobutan-2-yl)carbamate